BrC1=C(C=C)C=CC(=C1Br)Br 2,3,4-tribromostyrene